N-methyl-N-(2,2,6,6-tetramethylpiperidin-4-yl)[1,3]thiazolo[4,5-c]pyridin-2-amin CN(C=1SC2=C(C=NC=C2)N1)C1CC(NC(C1)(C)C)(C)C